Methyl 3-carbamoyl-3-((3-iodophenyl)amino)cyclobutane-1-carboxylate cyclobutane-1-carboxylate C1(CCC1)C(=O)O.C(N)(=O)C1(CC(C1)C(=O)OC)NC1=CC(=CC=C1)I